[Cu].S1N=NC=C1 Thiadiazole copper